(E)-4-amino-1-cyclopentyl-N-(4-(prop-1-en-1-yl)phenyl)-1H-pyrazolo[3,4-d]pyrimidine-3-carboxamide NC1=C2C(=NC=N1)N(N=C2C(=O)NC2=CC=C(C=C2)\C=C\C)C2CCCC2